1H-PYRAZOLO[3,4-B]PYRIDINE-3-CARBALDEHYDE N1N=C(C=2C1=NC=CC2)C=O